N1C=C(C2=CC=CC=C12)CC[C@H]1N(CCC2=CC(=C(C=C12)OCC)OC)C=O (R)-1-(2-(1H-indol-3-yl)ethyl)-7-ethoxy-6-methoxy-3,4-dihydroisoquinoline-2(1H)-formaldehyde